4-(((triisopropylsilyl)oxy)methyl)-benzoic acid C(C)(C)[Si](OCC1=CC=C(C(=O)O)C=C1)(C(C)C)C(C)C